BrC1=CC(=C(C(=O)NC2=CC(=CC=C2)S(=O)(=N[Si](C)(C)C(C)(C)C)C)C=C1)N1CCC2(CC2)CC1 4-bromo-N-(3-(N-(tert-butyldimethylsilyl)-methylsulfonimidoyl)phenyl)-2-(6-azaspiro[2.5]octan-6-yl)benzamide